(2S,5S)-4-(1-(2-chloropyridin-4-yl)-4-fluoropiperidine-4-carbonyl)-2,3,4,5-tetrahydro-2,5-methanopyrido[3,4-f][1,4]oxazepine-9-carbonitrile ClC1=NC=CC(=C1)N1CCC(CC1)(C(=O)N1C[C@H]2OC3=C([C@@H]1C2)C=NC=C3C#N)F